4-ethynyl-N-(4-methylpiperidin-4-yl)benzamide-trifluoroacetate salt FC(C(=O)O)(F)F.C(#C)C1=CC=C(C(=O)NC2(CCNCC2)C)C=C1